C(C)(C)C1=CC(=NC=C1)C(=O)NC=1C=NC(=C(C1)C=1C=NC2=CC(=NC=C2C1)NC)C 4-isopropyl-N-(6-methyl-5-(7-(methylamino)-1,6-naphthyridin-3-yl)pyridin-3-yl)picolinamide